ClC1=C2C(=NC(=NC2=C(C(=C1)C=1C=CC=C2C=NN(C12)C)F)OC[C@H]1N(CCC1)C)N1CC2CCC(C1)N2 chloro-4-{3,8-diazabicyclo[3.2.1]octan-3-yl}-8-fluoro-7-(1-methyl-1H-indazol-7-yl)-2-{[(2S)-1-methylpyrrolidin-2-yl]methoxy}quinazoline